CC1(C[C@H]([C@@H](CC1)C(CO)C)O)C (3R,4S)-1-methyl-p-menthane-3,9-diol